C1(CCCCC1)C1=CN=C(S1)N1C([C@@H]2N(C(CN(C2)C#N)=O)CC1)=O (R)-8-(5-cyclohexylthiazol-2-yl)-4,9-dioxo-octahydro-2H-pyrazino[1,2-a]pyrazine-2-carbonitrile